FC(C(C(F)(F)F)OC1=CC(C(C1(F)F)(F)F)(F)F)(F)F 1-(1,1,1,3,3,3-hexafluoroprop-2-yloxy)-3,3,4,4,5,5-hexafluorocyclopentene